ClC=1C=CC(=NC1)NC([C@H]1N(CC(O[C@H]1C)(F)F)C(=O)C1=NN(C(=C1C1=NC=C(C=N1)F)C)C)([2H])[2H] ((5R,6S)-5-(((5-Chloropyridin-2-yl)amino)methyl-d2)-2,2-difluoro-6-methylmorpholino)(4-(5-fluoropyrimidin-2-yl)-1,5-dimethyl-1H-pyrazol-3-yl)methanone